COC1=C(C=C(C=C1)C)NC=1C=C2CN(C(C2=CC1)=O)C 5-((2-methoxy-5-methylphenyl)amino)-2-methylisoindolin-1-one